O[C@H]1[C@H]2[C@@H]3CC[C@H]([C@@H](CCC(=O)O)C)[C@]3(CC[C@@H]2[C@]2(CCC(C[C@H]2C1)=O)C)C 7a-hydroxy-3-oxo-5β-cholanic acid